C1CC12CN(C2)CCC=2C(=CC(N(C2)C(C(=O)O)CC(C)C)=O)C(F)(F)F (5-(2-(5-azaspiro[2.3]hexan-5-yl)ethyl)-2-oxo-4-(trifluoromethyl)pyridin-1(2H)-yl)-4-methylpentanoic acid